4-[(3S)-3-amino-3-methylpyrrolidin-1-yl]-N-(cyclobutylmethyl)-5-(4-methyl-1H-1,3-benzodiazol-2-yl)pyridine-3-carboxamide N[C@@]1(CN(CC1)C1=C(C=NC=C1C1=NC2=C(N1)C=CC=C2C)C(=O)NCC2CCC2)C